O[C@H]1C(O[C@@H]([C@@H]([C@@H]1O)O)CO)OCCOCCOCCN1N=NC(=C1)C1=CC=C(C(=O)N2C(CC2)=O)C=C1 1-(4-(1-(2-(2-(2-(((3R,4S,5R,6R)-3,4,5-trihydroxy-6-(hydroxymethyl)tetrahydro-2H-pyran-2-yl)oxy)ethoxy)ethoxy)ethyl)-1H-1,2,3-triazol-4-yl)benzoyl)azetidin-2-one